l-β-homoleucine N[C@@H](CC(C)C)CC(=O)O